7-[5-(5-{3,8-diazabicyclo[3.2.1]octan-3-yl}-1,3,4-thiadiazol-2-yl)-4-{[(2R)-1-methoxypropan-2-yl]amino}pyridin-2-yl]pyrrolo[1,2-b]pyridazine-3-carbonitrile C12CN(CC(CC1)N2)C2=NN=C(S2)C=2C(=CC(=NC2)C2=CC=C1N2N=CC(=C1)C#N)N[C@@H](COC)C